BrC=1C=CC(=C2N=CC=NC12)N1C[C@H](N([C@H](C1)C)C(=O)OC(C)(C)C)C tert-butyl (2R,6S)-4-(8-bromoquinoxalin-5-yl)-2,6-dimethylpiperazine-1-carboxylate